C(C1CO1)OCCC[Si](OC1=CC=CC=C1)(OC1=CC=CC=C1)OC1=CC=CC=C1 γ-glycidoxypropyltriphenoxySilane